COCC1=NC=2C(=NC(=CC2N2CCOCC2)NNC(=O)OCC2=CC=CC=C2)N1C benzyl 2-(2-(methoxymethyl)-3-methyl-7-morpholino-3H-imidazo[4,5-b]pyridin-5-yl)hydrazinecarboxylate